N[C@@H](COCC1=CC(=CC(=C1)OC)N)C (R)-2-aminopropyl-(3-amino-5-methoxybenzyl) ether